NC1=NN=C(C2=CC(=CC=C12)C=1C(=CC(=C(C1)B(O)O)C1CC1)OC)C [5-(1-AMINO-4-METHYLPHTHALAZIN-6-YL)-2-CYCLOPROPYL-4-METHOXYPHENYL]BORONIC ACID